6-bromo-N-(3-buten-1-yl)-N-isopropyl-pyridinecarboxamide BrC1=CC=CC(=N1)C(=O)N(C(C)C)CCC=C